[Ag].[Au].[S] sulfur gold-silver